ClC=CC(F)(F)F (E)- or (Z)-1-chloro-3,3,3-trifluoro-1-propene